2-(6-(4-(4-(3-(2,6-dioxopiperidin-3-yl)benzyl)piperazin-1-yl)phenyl)-1-oxoisoindolin-2-yl)-2-(5-fluoro-2-hydroxyphenyl)-N-(thiazol-2-yl)acetamide O=C1NC(CCC1C=1C=C(CN2CCN(CC2)C2=CC=C(C=C2)C2=CC=C3CN(C(C3=C2)=O)C(C(=O)NC=2SC=CN2)C2=C(C=CC(=C2)F)O)C=CC1)=O